BrC1=C(C=C(C=C1)C)C1=C(C=CC=C1)NCC1=C(C=CC=C1)O (((2'-bromo-5'-methyl-[1,1'-biphenyl]-2-yl)amino)methyl)phenol